C(CCCCCCC\C=C/C\C=C/CCCCC)OCC(COC(CN(C)C)=O)OCCCCCCCC\C=C/C\C=C/CCCCC 1,2-Dilinoleyloxy-3-(dimethylamino)acetoxypropane